2-bromo-6-(bromomethyl)-7-fluoro-1-benzothiophene BrC=1SC2=C(C1)C=CC(=C2F)CBr